FC1([C@@]2(C([C@@](N(C1)CC2)(COC)CO)=O)C)F (1S,2S,4S)-5,5-difluoro-2-(hydroxymethyl)-2-(methoxymethyl)-4-methylquinuclidin-3-one